ClC1=C(C#N)C=CC(=C1)N1C(C2(CC1)CCN(CC2)C2=CC=C(C=C2)C(=O)N2CCN(CC2)CC2CCN(CC2)C=2C=C1C(N(C(C1=CC2)=O)C2C(NC(CC2)=O)=O)=O)C 2-chloro-4-(8-(4-(4-((1-(2-(2,6-dioxopiperidin-3-yl)-1,3-dioxoisoindolin-5-yl)piperidin-4-yl)methyl)piperazine-1-carbonyl)phenyl)-1-methyl-2,8-diazaspiro[4.5]decan-2-yl)benzonitrile